[OH-].[Li+].C1(CC1)CN1C(=CC=2C1=NC=CC2)C2=NN1C(C(=CC(=C1)C(=O)O)OC)=C2C 2-(1-(Cyclopropylmethyl)-1H-pyrrolo[2,3-b]pyridin-2-yl)-4-methoxy-3-methylpyrazolo[1,5-a]pyridine-6-carboxylic acid Lithium hydroxide